FC(CNCC1=CC2=C(NC(=N2)C=2C=C(C=CC2)C2=C(C=C(C=C2)F)C2=NN=CN2C)C(=C1)C(F)(F)F)(C)C 2-fluoro-N-((2-(4'-fluoro-2'-(4-methyl-4H-1,2,4-triazol-3-yl)-[1,1'-biphenyl]-3-yl)-7-(trifluoromethyl)-1H-benzo[d]imidazol-5-yl)methyl)-2-methylpropan-1-amine